N-[1-[4-amino-5-(2,3-dichlorophenyl)-6-(hydrazinocarbonyl)-pyrimidin-2-yl]-4-methylpiperidin-4-yl]carbamic acid tert-butyl ester C(C)(C)(C)OC(NC1(CCN(CC1)C1=NC(=C(C(=N1)N)C1=C(C(=CC=C1)Cl)Cl)C(=O)NN)C)=O